(4-phenyl-6-(phenylamino)-1,3,5-triazin-2-yl)trimethylacetamide C1(=CC=CC=C1)C1=NC(=NC(=N1)NC1=CC=CC=C1)NC(C(C)(C)C)=O